C(C)C1C(CCC(C1)N1N=C(C(=C1)NC(=O)C=1C=NN2C1N=C(C=C2)N2[C@H]1CO[C@@H](C2)C1)C(F)F)(C(=O)O)CC.C1=CC=CC=C1 benzol dIethyl-4-[3-(difluoromethyl)-4-[[5-[(1R,4R)-2-oxa-5-azabicyclo[2.2.1]heptan-5-yl]pyrazolo[1,5-a]pyrimidine-3-carbonyl]amino]pyrazol-1-yl]cyclohexanecarboxylate